4-[[4-(3-chlorophenyl)-1-piperazinyl]carbonyl]-2-(3,5-dimethoxyphenyl)-1(2H)-phthalazinone ClC=1C=C(C=CC1)N1CCN(CC1)C(=O)C1=NN(C(C2=CC=CC=C12)=O)C1=CC(=CC(=C1)OC)OC